ClCCNP1(OCC[C@H](O1)C1=CC(=CC=C1)Cl)=O (4S)-2-((2-chloroethyl)amino)-4-(3-chlorophenyl)-1,3,2-dioxaphosphorinane 2-oxide